2-[(6-methoxy-2-methyl-1,2,3,4-tetrahydroisoquinolin-7-yl)amino]-4-{[2-(oxan-4-yl)phenyl]amino}pyrimidine-5-carboxamide COC=1C=C2CCN(CC2=CC1NC1=NC=C(C(=N1)NC1=C(C=CC=C1)C1CCOCC1)C(=O)N)C